(2-methylenetetrahydro-1H-pyrrolizin-7a(5H)-yl)methanol C=C1CC2(CCCN2C1)CO